N-[(4-hydroxy-3-methoxyphenyl)methyl]nonanamide OC1=C(C=C(C=C1)CNC(CCCCCCCC)=O)OC